FC=1C=C2C(C(C(N(C2=CC1)C)=O)[N+](=O)[O-])=O 6-fluoro-1-methyl-3-nitroquinoline-2,4(1h,3h)-dione